N-(3-amino-1H-pyrazol-5-yl)azetidine-3-carboxamide NC1=NNC(=C1)NC(=O)C1CNC1